C(C)(C)(C)C1=CC=C(C=C1)[Mg]Br (4-(tert-butyl)phenyl)magnesium bromide